N-methyl-azepan-4-one hydrochloride Cl.CN1CCC(CCC1)=O